(R)-N-(2-(4-(4-cyclopropylpiperazin-1-yl)piperidin-1-yl)-5-((6-(3-(3',5-difluoro-[1,1'-biphenyl]-3-yl)isoxazolidin-2-yl)pyrimidin-4-yl)-amino)-4-methoxy-phenyl)acrylamide C1(CC1)N1CCN(CC1)C1CCN(CC1)C1=C(C=C(C(=C1)OC)NC1=NC=NC(=C1)N1OCC[C@@H]1C=1C=C(C=C(C1)F)C1=CC(=CC=C1)F)NC(C=C)=O